2-(1-cyclobutylindol-2-yl)-5-methoxy-1-methyl-6-oxopyrimidine-4-carboxylic acid C1(CCC1)N1C(=CC2=CC=CC=C12)C=1N(C(C(=C(N1)C(=O)O)OC)=O)C